(2S,6S)-4-(4-(6-chloroimidazo[1,2-a]pyridin-3-yl)pyrimidin-2-yl)-2-methyl-6-(1H-pyrazol-4-yl)morpholine ClC=1C=CC=2N(C1)C(=CN2)C2=NC(=NC=C2)N2C[C@@H](O[C@H](C2)C=2C=NNC2)C